2-bromo-N-(1-(3-chloro-2-fluorophenyl)-2,2,2-trifluoroethyl)-N-cyclopropylacetamide BrCC(=O)N(C1CC1)C(C(F)(F)F)C1=C(C(=CC=C1)Cl)F